(2E)-2-[(3-methoxy-1,4-dihydro-naphthalen-2-yl)methylene]-N,N-diethylvaleramide COC1=C(CC2=CC=CC=C2C1)\C=C(\C(=O)N(CC)CC)/CCC